C(C1=CC=CC=C1)OC1=CC=C(C=C1)N1C(N(C=C1)CC1COC1)=O 1-(4-benzyloxyphenyl)-3-(oxetan-3-ylmethyl)imidazol-2-one